2-[(4-{3-methyl-[1,2,4]triazolo[4,3-a]pyridin-6-yl}-1-oxo-2,3-dihydro-1H-isoindol-2-yl)methyl]prop-2-enenitrile CC1=NN=C2N1C=C(C=C2)C2=C1CN(C(C1=CC=C2)=O)CC(C#N)=C